3-chloro-4-[(2,4-difluorobenzyl)oxy]-1-[3-(hydroxymethyl)phenyl]-6-methylpyridin-2(1H)-one ClC=1C(N(C(=CC1OCC1=C(C=C(C=C1)F)F)C)C1=CC(=CC=C1)CO)=O